N-(4-(2-(2-(4,4-Difluoropiperidin-1-yl)-6-methylpyrimidin-4-yl)thiazol-5-yl)-3-(6-azaspiro[2.5]octan-6-yl)phenyl)-2-hydroxyethane-1-sulfonamide FC1(CCN(CC1)C1=NC(=CC(=N1)C=1SC(=CN1)C1=C(C=C(C=C1)NS(=O)(=O)CCO)N1CCC2(CC2)CC1)C)F